FC1=CC=C(C=C1)CCNC(=O)[C@@H]1CN(CC[C@H]1NC(=O)C1=NOC(=C1)C1=C(C=C(C=C1)F)F)C1CCCCC1 (3R,4R)-1-cyclohexyl-4-{[5-(2,4-difluoro-phenyl)-isoxazole-3-carbonyl]-amino}-piperidine-3-carboxylic acid [2-(4-fluoro-phenyl)-ethyl]-amide